FC1(CC=2C=C(C=C3C2C1(CC3=O)O)C3=C(C#N)C=C(C=C3)F)F (2,2-difluoro-2a-hydroxy-4-oxo-2,2a,3,4-tetrahydro-1H-cyclopenta[cd]inden-6-yl)-5-fluorobenzonitrile